CC=1C=C(C(C2=CC=CC=C2)NC2=CC(=CC(=C2)NC(C2=CC(=CC=C2)C)C2=CC=CC=C2)NC(C2=CC(=CC=C2)C)C2=CC=CC=C2)C=CC1 1,3,5-tris(3-methylbenzhydrylamino)benzene